(3,5-dimethyl-2-((1-(4-methylpiperazin-1-yl)propan-2-yl)oxy)benzyl)benzonitrile hydrochloride Cl.CC=1C(=C(CC2=C(C#N)C=CC=C2)C=C(C1)C)OC(CN1CCN(CC1)C)C